2-(4-((3-(4-Chlorophenyl)-2,5-dioxoimidazolin-1-yl)methyl)-2,6-dimethylphenoxy)-2-methyl-propionic acid ClC1=CC=C(C=C1)N1C(N(C(C1)=O)CC1=CC(=C(OC(C(=O)O)(C)C)C(=C1)C)C)=O